N1(C=NC=C1)C=1N=C(N2C1C=CC=C2)C(=O)NC=2C=NC(=CC2)N2CCN(CC2)CC(F)(F)F 1-(1H-imidazol-1-yl)-N-(6-(4-(2,2,2-trifluoroethyl)piperazin-1-yl)pyridin-3-yl)imidazo[1,5-a]pyridine-3-carboxamide